ClC1=CC(=C(S1)C1=CC=C(C(=N1)C)O[C@@H]1C[C@H](CCC1)C(=O)O)CN1N=NC(=C1)CC1CC1 (1S,3S)-3-((6-(5-chloro-3-((4-(Cyclopropylmethyl)-1H-1,2,3-triazol-1-yl)methyl)thiophen-2-yl)-2-methylpyridin-3-yl)oxy)Cyclohexane-1-carboxylic acid